CC1(C(C1(C)C)C(=O)NC1=NC=C(C=C1)C=1N=NN(C1)C)C 2,2,3,3-tetramethyl-N-[5-(1-methyltriazol-4-yl)-2-pyridinyl]cyclopropanecarboxamide